ClC1=NC(=CC(=N1)N1CC2(C(C2C1)CO)C1=CC=CC=C1)C(F)(F)F (3-(2-chloro-6-(trifluoromethyl)pyrimidin-4-yl)-1-phenyl-3-azabicyclo[3.1.0]hexane-6-yl)methanol